N-fluoroamide F[NH-]